BrC=1C=C(C=CC1F)NC(CSC1=CC=C(C=C1)N1C(=NC2=CC=C(C=C2C1=O)OC)C)=O N-(3-bromo-4-fluorophenyl)-2-((4-(6-methoxy-2-methyl-4-oxoquinazolin-3(4H)-yl)phenyl)thio)acetamide